ClC=1C(=C(OC=2N=NC(=CC2C2=NOC[C@H](N2)CC2=CC(=CC(=C2)C)C)C)C=CC1)F |r| (5RS)-3-[3-(3-chloro-2-fluorophenoxy)-6-methylpyridazin-4-yl]-5-(3,5-dimethylbenzyl)-5,6-dihydro-4H-1,2,4-oxadiazine